C[C@]12CC[C@H]3[C@H]([C@@H]1CCC2=O)CCC4=C3C=CC(=C4)OS(=O)(=O)[O-] The molecule is the conjugate base of estrone 3-sulfate; major species at pH 7.3. It has a role as a human metabolite. It is a conjugate base of an estrone 3-sulfate.